C1CC12CN(CC2)CC(=O)NC=2C=C(C(=NC2)C)NC(=O)C=2C=NN1C2SC(=C1)C=1C=NN(C1)CCOC N-(5-(2-(5-azaspiro[2.4]heptan-5-yl)acetamido)-2-methylpyridin-3-yl)-2-(1-(2-methoxyethyl)-1H-pyrazol-4-yl)pyrazolo[5,1-b]thiazole-7-carboxamide